4-methyl-3-oxo-3,4-dihydro-2H-benzo[b][1,4]oxazine-6-carboxylic acid CN1C2=C(OCC1=O)C=CC(=C2)C(=O)O